C(C)N1[C@@H]2CN([C@H](C1)C2)C2=C(C=C(C(=C2)OC)NC2=NC=NC(=C2)N2OCC[C@@H]2C2=CC=CC=C2)NC(C=C)=O N-(2-((1S,4S)-5-ethyl-2,5-diazabicyclo[2.2.1]-heptane-2-yl)-4-methoxy-5-((6-((R)-3-phenylisoxazolidine-2-yl)pyrimidine-4-yl)amino)phenyl)acrylamide